2,6-dihydroxypurine OC1=NC(=C2NC=NC2=N1)O